BrC1=CC2=C(NC(C(O2)C)=O)C=C1 7-bromo-2-methyl-2,4-dihydro-1,4-benzoxazin-3-one